N-(4-(tert-butyl)-2-methylphenyl)-2,3-diphenylbenzofuran-5-amine C(C)(C)(C)C1=CC(=C(C=C1)NC=1C=CC2=C(C(=C(O2)C2=CC=CC=C2)C2=CC=CC=C2)C1)C